2-methylpropyl-sulfonic acid ammonium [NH4+].CC(CS(=O)(=O)O)C